FC=1C=2N(C=C(C1)C1=CNC=3N=C(N=CC31)NC3CCN(CC3)C)C(=CN2)C 5-(8-fluoro-3-methylimidazo[1,2-a]pyridin-6-yl)-N-(1-methylpiperidin-4-yl)-7H-pyrrolo[2,3-d]pyrimidin-2-amine